C(N)(O)=O.BrC1=NNC=C1 bromopyrazole carbamate